C(C)C1=C(C=CC(=C1)\C=C(/C)\C1=CC=2C(CCC(C2C=C1)(C)C)(C)C)S(=O)(=O)C1=C(C=C(C=C1)\C=C(/C)\C1=CC=2C(CCC(C2C=C1)(C)C)(C)C)CC Ethyl-4-[2(E)-(5,5,8,8-Tetramethyl-5,6,7,8-tetrahydro-2-naphthyl)propenyl]phenylsulfone